Thiosulfuric acid ammonium [NH4+].S(O)(O)(=S)=O